3-(4-(cyclopropylamino)-5-ethynylpyridin-2-yl)-1-(6-formyl-5-((4-methyl-2-oxopiperazin-1-yl)methyl)pyridin-2-yl)-1-methylurea C1(CC1)NC1=CC(=NC=C1C#C)NC(N(C)C1=NC(=C(C=C1)CN1C(CN(CC1)C)=O)C=O)=O